tert-butyl (4S)-4-(7-(4-((dimethylamino)methyl)-3,5-dimethoxyphenyl)-5-methyl-4-oxo-4,5-dihydrothieno[3,2-c]pyridine-2-carboxamido)-3,3-difluoropiperidine-1-carboxylate CN(C)CC1=C(C=C(C=C1OC)C=1C2=C(C(N(C1)C)=O)C=C(S2)C(=O)N[C@@H]2C(CN(CC2)C(=O)OC(C)(C)C)(F)F)OC